(R*)-N-(2-Bromo-3-fluoropyridin-4-yl)-8-ethynyl-11,11-difluoro-8-hydroxy-3,4,8,9,10,11-hexahydro-1H-pyrido[4',3':3,4]pyrazolo[1,5-a]azepine-2(7H)-carboxamide BrC1=NC=CC(=C1F)NC(=O)N1CC=2C(=NN3C2C(CC[C@@](C3)(O)C#C)(F)F)CC1 |o1:21|